CN1CC2(C1)CC(C2)N2N=CC(=C2)N 2-methyl-6-(4-amino-1H-pyrazol-1-yl)-2-azaspiro[3.3]heptane